4-methylbenzenesulfonic acid 20-hydroxy-3,6,9,12,15,18-hexaoxaeicosyl ester OCCOCCOCCOCCOCCOCCOCCOS(=O)(=O)C1=CC=C(C=C1)C